FC=1C(=C(C=C2CCN(CC12)CCCOC(C)C)O)N1CC(NS1(=O)=O)=O 5-(8-fluoro-6-hydroxy-2-{3-[(propan-2-yl)oxy]propyl}-1,2,3,4-tetrahydroisoquinolin-7-yl)-1λ6,2,5-thiadiazolidine-1,1,3-trione